BrC1=CN=C(C(=N1)N)C#CC(C)(C)C 6-Bromo-3-(3,3-dimethylbut-1-ynyl)pyrazin-2-amine